4-(tert-butyl)-N-(3-methoxy-5-(trifluoromethyl)phenyl)-2,6-dimethyl-benzenesulfonamide C(C)(C)(C)C1=CC(=C(C(=C1)C)S(=O)(=O)NC1=CC(=CC(=C1)C(F)(F)F)OC)C